4-{6-bromo-[1,3]Oxazolo[5,4-b]Pyridin-2-yl}-6-methylpyrimidine BrC=1C=C2C(=NC1)OC(=N2)C2=NC=NC(=C2)C